(S)-8-(2-amino-6-((R)-1-(4',5-dichloro-3'-fluoro-[1,1'-biphenyl]-2-yl)-2,2,2-trifluoroethoxy)pyrimidin-4-yl)-2,8-diazaspiro[4.5]decane-3-carboxylic acid NC1=NC(=CC(=N1)N1CCC2(C[C@H](NC2)C(=O)O)CC1)O[C@@H](C(F)(F)F)C1=C(C=C(C=C1)Cl)C1=CC(=C(C=C1)Cl)F